ClC1=CC(=C(C=C1C)O)C1=C(C=CC(=C1)C(F)(F)F)OC 4-chloro-2-[2-methoxy-5-(trifluoromethyl)phenyl]-5-methylphenol